tert-butyl-2-oxo-7-({[(CIS)-4-phenylcyclohexyl]oxy}methyl)-3-oxa-1,8-diazaspiro[5.5]undecane-8-carboxylate C(C)(C)(C)OC(=O)N1C(C2(CCOC(N2)=O)CCC1)CO[C@@H]1CC[C@@H](CC1)C1=CC=CC=C1